COC=1C=C(C=C2C=NC(=NC12)NC1CCN(CC1)C=1C=NC=CC1)B1OC(C(O1)(C)C)(C)C 8-methoxy-N-[1-(pyridin-3-yl)piperidin-4-yl]-6-(4,4,5,5-tetramethyl-1,3,2-dioxaborolan-2-yl)quinazolin-2-amine